C[C@H]1N(CCN(C1=O)C)CCOC1=CC=C(C=C1)NC(CCCC(=O)NC1=CC=C(C=C1)N[C@@H]1C[C@@H](N(C2=CC=CC=C12)C(CC)=O)C)=O N1-(4-(2-((R)-2,4-Dimethyl-3-oxopiperazin-1-yl)ethoxy)phenyl)-N5-(4-(((2S,4R)-2-methyl-1-propionyl-1,2,3,4-tetrahydroquinolin-4-yl)amino)phenyl)glutaramide